tert-butyl (E)-4-[1-(2,6-dioxo-3-piperidyl)-3-methyl-2-oxo-benzimidazol-4-yl]but-3-enoate O=C1NC(CCC1N1C(N(C2=C1C=CC=C2/C=C/CC(=O)OC(C)(C)C)C)=O)=O